racemic-N-(6-bromo-7-chloroisoquinolin-3-yl)-6,6-difluorospiro[2.5]octane-1-carboxamide BrC=1C=C2C=C(N=CC2=CC1Cl)NC(=O)[C@@H]1CC12CCC(CC2)(F)F |r|